5-[(2R)-4-(adamantane-2-carbonyl)-2-ethylpiperazin-1-yl]-2'-ethoxy-N-(1-methylazetidin-3-yl)-[2,3'-bipyridine]-6-carboxamide C12C(C3CC(CC(C1)C3)C2)C(=O)N2C[C@H](N(CC2)C=2C=CC(=NC2C(=O)NC2CN(C2)C)C=2C(=NC=CC2)OCC)CC